CC(=O)NCC[C@@H](C(=O)[O-])[NH3+] The molecule is zwitterionic form of N(4)-acetyl-L-2,4-diaminobutyric acid having an anionic carboxy group and a protonated nitrogen. It is a tautomer of a N(4)-acetyl-L-2,4-diaminobutyric acid.